5-fluoro-3-methyl-7-(4,4,5,5-tetramethyl-1,3,2-dioxaborolan-2-yl)-1H-indole FC=1C=C2C(=CNC2=C(C1)B1OC(C(O1)(C)C)(C)C)C